ClC=1C=C(C=CC1F)NC(N(CC1=NNC=2C3CCC(C12)C3)C=3C=NC(=CC3)OC)=O (3-Chloro-4-fluorophenyl)-1-(6-methoxypyridin-3-yl)-1-((4,5,6,7-tetrahydro-1H-4,7-methanoindazol-3-yl)methyl)urea